tris(hydroxypropyl)triazolemethylamine OCCCC(N)(C=1N=NNC1CCCO)CCCO